C(CCC)N1C(CCC1)=O N-butyl-gamma-butyrolactam